4-((1H-pyrazol-1-yl)methyl)-N-((5-fluoro-2,4-dimethoxyphenyl)sulfonyl)-3-methoxybenzamide N1(N=CC=C1)CC1=C(C=C(C(=O)NS(=O)(=O)C2=C(C=C(C(=C2)F)OC)OC)C=C1)OC